ClC=1C(=C(C(=CC1)C(C)C)NC(=O)NS(=O)(=O)C=1SC(=C(N1)C)C(C)(C)O)C(C)C N-(3-chloro-2,6-diisopropylphenylcarbamoyl)-5-(2-hydroxypropan-2-yl)-4-methylthiazole-2-sulfonamide